CN1C(CCCC1C)C N,2,6-trimethylpiperidine